N-[[6-(2-aminoethylamino)-3-pyridyl]methyl]-6-[3-methyl-4-[methyl(propanoyl)amino]phenyl]pyridine-3-carboxamide hydrochloride salt Cl.NCCNC1=CC=C(C=N1)CNC(=O)C=1C=NC(=CC1)C1=CC(=C(C=C1)N(C(CC)=O)C)C